[2H]C([2H])([2H])C([2H])([2H])C([2H])([2H])O n-propanol-d7